4-(6-(1-cyclopentyl-4-(4-fluorophenyl)-1H-imidazol-5-yl)quinolin-3-yl)-2-methylbut-3-yn-2-ol C1(CCCC1)N1C=NC(=C1C=1C=C2C=C(C=NC2=CC1)C#CC(C)(O)C)C1=CC=C(C=C1)F